C(C)(C)(C)N(C(O)=O)C1CCC2(CC(C2O)C2N3C(C4=CC=CC=C24)=CN=C3)CC1.C(OCC1=CC=C(N)C=C1)([2H])([2H])[2H] 4-((methoxy-d3)methyl)aniline tert-butyl-(1-hydroxy-2-(5H-imidazo[5,1-a]isoindol-5-yl)spiro[3.5]nonan-7-yl)carbamate